(S)-5-benzyl-N-(6,7-dihydroimidazo[1,2-d]pyrido[3,2-b][1,4]oxazepin-7-yl)-4H-1,2,4-triazole-3-carboxamide C(C1=CC=CC=C1)C=1NC(=NN1)C(=O)N[C@H]1C=2N(C3=C(OC1)C=CC=N3)C=CN2